3-(4-(4-(2,6-difluorobenzyl)-5-oxo-4,5-dihydro-1H-1,2,4-triazol-1-yl)phenoxy)benzonitrile FC1=C(CN2C=NN(C2=O)C2=CC=C(OC=3C=C(C#N)C=CC3)C=C2)C(=CC=C1)F